NC1=NC=2C=CC(=CC2C2=C1C=NN2C)C(=O)N(C2CCCC=1C(=NOC12)C=1C=NN(C1)C)C 4-amino-N,1-dimethyl-N-(3-(1-methyl-1H-pyrazol-4-yl)-4,5,6,7-tetrahydrobenzo[d]isoxazol-7-yl)-1H-pyrazolo[4,3-c]quinoline-8-carboxamide